N,N,N-trimethyl-ethanamidium chloride [Cl-].C[N+](C(C)=O)(C)C